N[C@@H]1CC(N(C1)C1=CC=C(C=C1)S(=O)(=O)N1CCN(CC1)C1=NC(=CC(=C1)C([C@@H]1CC[C@H](CC1)C(=O)NCC1CNC1)(F)F)Cl)=O Trans-4-[[2-[4-[4-[(4R)-4-amino-2-oxo-pyrrolidin-1-yl]phenyl]sulfonylpiperazin-1-yl]-6-chloro-4-pyridyl]-difluoro-methyl]-N-(azetidin-3-ylmethyl)cyclohexanecarboxamide